CC1(O[C@H]2[C@@H](O1)O[C@@H](C2)[C@H](CO)O)C (S)-1-((3aR,5S,6aR)-2,2-Dimethyltetrahydrofuro[2,3-d][1,3]dioxol-5-yl)ethane-1,2-diol